(3,5-dimethylpiperidin-1-yl)benzoic acid CC1CN(CC(C1)C)C1=C(C(=O)O)C=CC=C1